2-hydroxy-[1,1'-biphenyl]-4-carbonitrile OC1=C(C=CC(=C1)C#N)C1=CC=CC=C1